N1C=CC2=CC=CC=C12 R-indole